OC1=C(C=CC=C1)C1=NC(=NC(=N1)N)N 6-(hydroxyphenyl)-2,4-diamino-1,3,5-triazine